3-methyl-6,8-dihydropyrimido[5',4':5,6]pyrano[4,3-f]indazole CC=1N=CC2=C(OCC=3C2=CC=2C=NNC2C3)N1